Cl.FC1=C(C=CC(=C1)OC)C=1C(=NC(=NC1)NC1CN(CCC1)C(C)C)C 5-(2-fluoro-4-methoxyphenyl)-N-(1-isopropylpiperidin-3-yl)-4-methyl-pyrimidin-2-amine, hydrochloride salt